oleylbis(2-hydroxyethyl)amine C(CCCCCCC\C=C/CCCCCCCC)N(CCO)CCO